N-[[1-(pyrrolidin-1-ylmethyl)cyclohexyl]methyl]-4,5,6,7,8,9-hexahydrocycloocta[b]thiophene-2-carboxamide N1(CCCC1)CC1(CCCCC1)CNC(=O)C1=CC2=C(S1)CCCCCC2